OC[C@@]12C[C@H](N[C@H]2C1)C(=O)OCC1=CC=CC=C1 benzyl (1S,3S,5R)-5-(hydroxymethyl)-2-azabicyclo[3.1.0]hexane-3-carboxylate